cholestanetriol C[C@H](CCCC(C)C)[C@@H]1CC[C@@H]2[C@@]1(CC[C@H]3[C@H]2CCC4[C@@]3(CC(C(C4)(O)O)O)C)C